2-[6-chloro-2-(3,3-dimethylmorpholin-4-carbonyl)-1,2,3,4-tetrahydroisoquinolin-8-yl]pyrrolidine-1-carboxylic acid tert-butyl ester C(C)(C)(C)OC(=O)N1C(CCC1)C=1C=C(C=C2CCN(CC12)C(=O)N1C(COCC1)(C)C)Cl